3-(benzo[d][1,3]dioxol-5-yl)-N-(4-(thiophen-2-yl)benzyl)propanamide O1COC2=C1C=CC(=C2)CCC(=O)NCC2=CC=C(C=C2)C=2SC=CC2